ClC=1C=C2C(C(=CN(C2=CC1N1[C@H](CCC1)CN1CCC=2C1=NC=CC2)C2(CC2)C)C(=O)O)=O (R)-6-chloro-7-(2-((2,3-dihydro-1H-pyrrolo[2,3-b]pyridin-1-yl)methyl)pyrrolidin-1-yl)-1-(1-methylcyclopropyl)-4-oxo-1,4-dihydro-quinoline-3-carboxylic acid